N[C@H](C(=O)OC)CO methyl (2S)-2-amino-3-hydroxypropionate